OC(COC)C1=CC=C(OCC(CNC(C)C)O)C=C1 (4-(1-hydroxy-2-methoxyethyl)phenoxy)-3-(isopropylamino)propan-2-ol